(S)-4-(5-(3-((2-(3-carboxypropanoyl)-4-fluoro-6-methoxybenzo[b]thiophen-5-yl)oxy)propyl)-6-methoxybenzo[b]thiophen-2-yl)-2-methyl-4-oxobutanoic acid C(=O)(O)CCC(=O)C1=CC2=C(S1)C=C(C(=C2F)OCCCC2=CC1=C(SC(=C1)C(C[C@@H](C(=O)O)C)=O)C=C2OC)OC